FC(C1=NC=CC(=C1)C1=C2CCC=CC2=CC=C1)(F)F 5-(2-(trifluoromethyl)pyridin-4-yl)-3,4-dihydronaphthalen